1-benzhydryl-2,2-dimethylpiperazine C(C1=CC=CC=C1)(C1=CC=CC=C1)N1C(CNCC1)(C)C